C(C)OC(=C)C1=NN(C=2N(C([C@@H]([C@@H](C21)C2=CC=C(C=C2)F)NC(C2=CC(=CC=C2)C(F)(F)F)=O)=O)CC)C2=CC=CC=C2 |r| rac-N-((4R,5R)-3-(1-ethoxyvinyl)-7-ethyl-4-(4-fluorophenyl)-6-oxo-1-phenyl-4,5,6,7-tetrahydro-1H-pyrazolo[3,4-b]pyridin-5-yl)3-(trifluoromethyl)benzamide